7-Piperazin-1-ylsulfonyl-2,3,3a,4-tetrahydropyrrolo[2,1-c][1,4]benzoxazin-1-one N1(CCNCC1)S(=O)(=O)C1=CC2=C(N3C(CO2)CCC3=O)C=C1